C(CCC)C1=NC2=C(C(NNC2=O)=O)N1 2-butyl-5,6-dihydro-1H-imidazo[4,5-d]pyridazine-4,7-dione